N-(3-chloro-2-methylphenyl)-2-(1-chloro-2-methylpropan-2-yl)-6-({[2-(trifluoromethyl)phenyl]carbonyl}amino)-1H-benzoimidazole-4-carboxamide ClC=1C(=C(C=CC1)NC(=O)C1=CC(=CC=2NC(=NC21)C(CCl)(C)C)NC(=O)C2=C(C=CC=C2)C(F)(F)F)C